C(C)C=1C=C(C=O)C=C(C1O)CC 3,5-diethyl-4-hydroxybenzaldehyde